C(C1=CC=CC=C1)N1C=CC2=C(C=CC=C12)[C@@H](CC1=CC=CC=C1)\N=C(\C1=CC=C(C=C1)C(F)(F)F)/C#N (R,Z)-N-(1-(1-benzyl-1H-indol-4-yl)-2-phenylethyl)-4-(trifluoromethyl)benzimidoylcyanide